[C@H]12CN(C[C@H](CC1)N2)C2=NC(=NC1=CC(=CC=C21)C2=CNC1=CC=CC(=C21)C(F)(F)F)OCC21CCCN1CCC2 4-((1R,5S)-3,8-diazabicyclo[3.2.1]octan-3-yl)-2-((tetrahydro-1H-pyrrolizin-7a(5H)-yl)methoxy)-7-(4-(trifluoromethyl)-1H-indol-3-yl)quinazoline